(R)-2-(6-bromo-4-oxo-4H-chromen-3-yl)-2-phenylacetic acid BrC=1C=C2C(C(=COC2=CC1)[C@H](C(=O)O)C1=CC=CC=C1)=O